1-(5-(((2-(piperidin-1-yl)ethyl)amino)methyl)pyrimidin-2-yl)piperidine N1(CCCCC1)CCNCC=1C=NC(=NC1)N1CCCCC1